C1(CC1)C1=CC(=CC(=N1)N1C(C2=C(C(=C1)C(F)(F)F)C=CN2)=O)C2=C(C=C(C=C2)F)C2=NN=CN2C 6-[6-cyclopropyl-4-[4-fluoro-2-(4-methyl-1,2,4-triazol-3-yl)phenyl]pyridin-2-yl]-4-(trifluoromethyl)-1H-pyrrolo[2,3-c]pyridin-7-one